O=C1O[C@@H]2[C@@H](CN(CC2)C(=O)OC(C)(C)C)N1 tert-butyl (3aR,7aS)-2-oxo-3,3a,4,6,7,7a-hexahydrooxazolo[4,5-c]pyridine-5-carboxylate